(5-(5-chloro-2-methoxypyridin-4-yl)-1H-pyrazole-3-carbonyl)-N-((5-chloropyridin-2-yl)methyl)piperidine-4-carboxamide ClC=1C(=CC(=NC1)OC)C1=CC(=NN1)C(=O)N1CCC(CC1)C(=O)NCC1=NC=C(C=C1)Cl